FC(C1=CC=C(OC2=CC=C3CCNCC3=C2)C=C1)(F)F 7-[4-(trifluoromethyl)phenoxy]-1,2,3,4-tetrahydroisoquinoline